C(C)(C)(C)OC(=O)NCC1(CCN(CC1)C=1N=CC(=NC1)SC1=C(C(=NC=C1)N[C@H]1C=C(C1)C(=O)O)Cl)C (1R,3R)-3-((4-((5-(4-(((tert-butoxycarbonyl)amino)methyl)-4-methylpiperidin-1-yl)pyrazin-2-yl)thio)-3-chloropyridin-2-yl)amino)cyclobutene-1-carboxylic acid